(S)-N-(1-((tert-butyldiphenylsilyl)oxy)prop-2-yl)-8-(1-cyclopropyl-1H-pyrazol-4-yl)-6-(4-(Difluoromethyl)phenyl)-[1,2,4]triazolo[1,5-a]pyrazin-2-amine [Si](C1=CC=CC=C1)(C1=CC=CC=C1)(C(C)(C)C)OC[C@H](C)NC1=NN2C(C(=NC(=C2)C2=CC=C(C=C2)C(F)F)C=2C=NN(C2)C2CC2)=N1